1-Benzyl 2-((tert-butoxycarbonyl)amino)-5-hydroxy-3,3-dimethylpentanoate C(C)(C)(C)OC(=O)NC(C(=O)OCC1=CC=CC=C1)C(CCO)(C)C